O1C(=CC=C1)C=1C=CC(=C(C1)NC1=NC=NC2=CC(=C(C=C12)N1CC2(CN(C2)C(C=C)=O)C1)OC)OC 1-(6-(4-((5-(furan-2-yl)-2-methoxyphenyl)amino)-7-methoxyquinazolin-6-yl)-2,6-diazaspiro[3.3]heptan-2-yl)prop-2-en-1-one